9H-fluoren-9-one O-(2-phenylacetyl) oxime C1(=CC=CC=C1)CC(=O)ON=C1C2=CC=CC=C2C=2C=CC=CC12